monomethyl-triazene CN=NN